ClC=1SC=C(C1N1C(N(C2=NC(=NC=C2C1)NC1=CC=C(C=C1)C1CCN(CC1)C)C1=NC=C(C=C1)OC)=O)C(F)F 3-(2-chloro-4-(difluoromethyl)thiophen-3-yl)-1-(5-methoxypyridin-2-yl)-7-(4-(1-methylpiperidin-4-yl)phenylamino)-3,4-dihydropyrimido[4,5-d]pyrimidin-2(1H)-one